C1(=CC=CC=C1)NC(=O)NC1=CC=C(C=C1)C1=NC(=NO1)C1=CC(=CC=C1)C(F)(F)F 1-Phenyl-3-(4-{3-[3-(trifluoromethyl)phenyl]-1,2,4-oxadiazol-5-yl}phenyl)urea